NC(C(=O)O)CC=1C=NC2=C(C=CC=C2C1)O 2-amino-3-(8-hydroxy-3-quinolinyl)propanoic acid